ClC1=CC(=NC(=C1)N1CCOCC1)N1C(N(CC1)C)=O 1-[4-chloro-6-(morpholin-4-yl)pyridin-2-yl]-3-methylimidazolidin-2-one